Triethoxyyttrium C(C)O[Y](OCC)OCC